5-(3-methyl-5-isoxazolyl)-5-phenylcyclohexane-1,3-dione CC1=NOC(=C1)C1(CC(CC(C1)=O)=O)C1=CC=CC=C1